ClC1=CC=C(CN2N=C3C4=C(CCC3=C2)OC(=C4C)C(=O)N4CCN(CC4)S(=O)(=O)C)C=C1 [2-(4-chlorobenzyl)-8-methyl-4,5-dihydro-2H-furo[2,3-g]indazol-7-yl][4-(methylsulfonyl)piperazin-1-yl]methanone